2-chloro-N,N-dimethylpyrimidine-4-carboxamide ClC1=NC=CC(=N1)C(=O)N(C)C